3-[1-(1-cyclopropyl-1H-pyrazol-4-yl)-5-methyl-1H-indazol-6-yl]-8-methyl-3-azabicyclo[3.2.1]octan-8-ol C1(CC1)N1N=CC(=C1)N1N=CC2=CC(=C(C=C12)N1CC2CCC(C1)C2(O)C)C